BrC1=C(C=C(C=C1)CBr)Cl 1-Bromo-4-(bromomethyl)-2-chloro-benzene